caprylyl-caproic acid C(CCCCCCC)(=O)C(C(=O)O)CCCC